D-glucosyl-N-methylpropylamide tetraacetate C(C)(=O)[O-].C(C)(=O)[O-].C(C)(=O)[O-].C(C)(=O)[O-].C1([C@H](O)[C@@H](O)[C@H](O)[C@H](O1)CO)C(CC)[N-]C